ClC1=C2CCN(CC2=CC(=C1C(=O)N[C@H](C(=O)OCC1=CC=CC=C1)CNC(=O)N[C@@H]1CCC2=CC=CC=C12)Cl)CC1=CC=C(C=C1)F (S)-benzyl 2-(5,7-dichloro-2-(4-fluorobenzyl)-1,2,3,4-tetrahydroisoquinoline-6-carboxamido)-3-(3-((R)-2,3-dihydro-1H-inden-1-yl)ureido)propanoate